ClC=1C=C(CNCCCN(CCO)CCO)C=CC1Cl 2-[[3-(3,4-Dichlorobenzylamino)propyl]-(2-hydroxyethyl)amino]ethanol